N-[(S)-1-(3-cyano-4-methoxyphenyl)ethyl]-4-[(S)-5-methyl-1,4-diazepan-1-yl]-8-cyclopropyl-6-methyl-1,7-diaza-3-naphthamide C(#N)C=1C=C(C=CC1OC)[C@H](C)NC(=O)C=1C=NC2=C(N=C(C=C2C1N1CCN[C@H](CC1)C)C)C1CC1